C(C)(=O)SCCCO S-(3-hydroxypropyl) thioacetate